Cl.NC(C(=O)N1CCN(CC1)C(=O)NC1=NC(N(C=C1)C1=CC=C(C=C1)CN(C)C1CC(C(CC1)N)C)=O)(C)C 4-(2-Amino-2-methylpropanoyl)-N-(1-(4-(((4-amino-3-methylcyclohexyl)(methyl)amino)methyl)phenyl)-2-oxo-1,2-dihydropyrimidin-4-yl)piperazine-1-carboxamide hydrochloride salt